tert-butyl-1-amino-3,6,9,12-tetraoxapentadecane-15-oate C(C)(C)(C)OC(CCOCCOCCOCCOCCN)=O